FC(C(F)(F)F)=CC tetrafluorobut-2-ene